2-amino-1-(3-fluoro-5-methoxy-2,6-dimethylphenyl)-7-methyl-1,7-dihydropyrrolo[2,3-e]indazole-3-carboxamide NC1=C(C2=C(C3=CN(N=C3C=C2)C)N1C1=C(C(=CC(=C1C)OC)F)C)C(=O)N